4-[4-nitrophenyl]-1-piperazinylphenol [N+](=O)([O-])C1=CC=C(C=C1)C1=CCC(C=C1)(O)N1CCNCC1